N1CC(C1)S(=O)(=O)C=1C=CC(=C(C1)C1=NN(C=C1NC(=O)C=1C=NN2C1N=CC=C2)C)OC(F)F N-[3-[5-(azetidin-3-ylsulfonyl)-2-(difluoromethoxy)phenyl]-1-methyl-pyrazol-4-yl]pyrazolo[1,5-a]pyrimidine-3-carboxamide